(S)-1-(6-(6-(difluoromethyl)imidazo[1,2-b]pyridazin-3-yl)pyrimidin-4-yl)piperidine-3-carboxylic acid FC(C=1C=CC=2N(N1)C(=CN2)C2=CC(=NC=N2)N2C[C@H](CCC2)C(=O)O)F